C(=CC)N1CC(CCC1)N1N=C(C=2C1=NC=NC2N)C2=CC=C(C1=C2OCO1)NC(C1=CC=C(C=C1)N(C)C)=O N-(7-(1-(1-propenylpiperidin-3-yl)-4-amino-1H-pyrazolo[3,4-d]pyrimidin-3-yl)benzo[d][1,3]dioxol-4-yl)-4-(dimethylamino)benzamide